2-(chloromethyl)-4-octylpyridine ClCC1=NC=CC(=C1)CCCCCCCC